N-methyl-N-(4-methylphenyl)benzamide CN(C(C1=CC=CC=C1)=O)C1=CC=C(C=C1)C